C(C)(C)(C)OC(N[C@H](C(=O)N)C(C1CCCCC1)C1CCCCC1)=O (S)-(1-amino-3,3-dicyclohexyl-1-oxopropan-2-yl)carbamic acid tert-butyl ester